2-aminoacetonitrile hydrochloride Cl.NCC#N